ClC1=C(C=CC=C1Cl)N1CCN(C2CCC12)CC[C@@H]1CC[C@H](CC1)N trans-4-(2-(5-(2,3-dichlorophenyl)-2,5-diazabicyclo[4.2.0]oct-2-yl)ethyl)cyclohexan-1-amine